CN1C(N(C2=NC(=NC=C12)NC=1C(=CC=2N(C1)N=CN2)C)C21CC3C(C(CC(C2)C3)C1)C#N)=O 5-(7-methyl-2-((7-methyl-[1,2,4]triazolo[1,5-a]pyridin-6-yl)amino)-8-oxo-7,8-dihydro-9H-purin-9-yl)adamantane-2-carbonitrile